salicyl-silane C(C=1C(O)=CC=CC1)[SiH3]